(1R,5S,6r)-6-(5-ethyl-5-methyl-4,5-dihydro-1,2-oxazol-3-yl)-3-azabicyclo[3.1.0]Hexane-3-carboxylic acid tert-butyl ester C(C)(C)(C)OC(=O)N1C[C@H]2C([C@H]2C1)C1=NOC(C1)(C)CC